C1(CC1)C1=CC(=NC=C1)OC1=CC=C(C=C1)C=1C=C2C=NC=NC2=C(C1)C=1C=C(C=CC1)NC(C=C)=O N-(3-(6-(4-((4-cyclopropylpyridin-2-yl)oxy)phenyl)quinazolin-8-yl)phenyl)acrylamide